COC1=CC=C(C=C1)/C=N/N=C/C2=CC=C(C=C2)OC anisalazine